CN1CC(CC1)C=1C=CC=2N(C1)N=CC2N2CCN(CC2)C(=O)OC(C)(C)C tert-butyl 4-(6-(1-methylpyrrolidin-3-yl)pyrazolo[1,5-a]pyridin-3-yl)piperazine-1-carboxylate